CN1C(=CC2=CC=CC=C12)C(=O)N1[C@@H](CC2(CC2)CC1)C(=O)O (S)-6-(1-methyl-1H-indole-2-carbonyl)-6-azaspiro[2.5]octane-5-carboxylic acid